FC=1C=C2CN(CC2=CC1)C(=O)NC1=CC=C(C=C1)C12CCC(CC1)(CC2)NC(C(=O)NCC(C)(C)O)=O N1-(4-(4-(5-fluoroisoindoline-2-carboxamido)phenyl)bicyclo[2.2.2]octan-1-yl)-N2-(2-hydroxy-2-methylpropyl)oxalamide